FC=1C=CC=C2C(=CNC12)C([C@H]1N(CCC1)C)=O 7-fluoro-3-(methyl-prolyl)-1H-indole